ethyl (4-(2-(1H-tetrazol-5-yl)phenylaminocarbonyl)-2,5-dihydroxyphenyl)acetate N1N=NN=C1C1=C(C=CC=C1)NC(=O)C1=CC(=C(C=C1O)CC(=O)OCC)O